(2S)-N-[(2R,3R)-1-[2-[3-Cyclopropyl-5-(trifluoromethyl)pyrazol-1-yl]acetyl]-2-[2-methyl-3-(trideuteriomethoxy)phenyl]pyrrolidin-3-yl]-1-methyl-azetidine-2-carboxamide C1(CC1)C1=NN(C(=C1)C(F)(F)F)CC(=O)N1[C@@H]([C@@H](CC1)NC(=O)[C@H]1N(CC1)C)C1=C(C(=CC=C1)OC([2H])([2H])[2H])C